di((Z)-non-2-en-1-yl) 9,9'-(((1-(2-hydroxyethyl)-1H-pyrazol-4-yl)methyl)azanediyl)dinonanoate OCCN1N=CC(=C1)CN(CCCCCCCCC(=O)OC\C=C/CCCCCC)CCCCCCCCC(=O)OC\C=C/CCCCCC